[C@H]12CC(C[C@H](CC1)N2)N(C2=CC=C(N=N2)C=2C=C1C=CC=NC1=CC2O)C 6-(6-(((1R,3S,5S)-8-azabicyclo[3.2.1]oct-3-yl)(methyl)amino)pyridazin-3-yl)quinolin-7-ol